FC(C)[C@H]1N(S(OC1)(=O)=O)C(=O)OC(C)(C)C tert-butyl (4S)-4-(1-fluoroethyl)-1,2,3-oxathiazolidine-3-carboxylate 2,2-dioxide